BrC=1C=C2C(=CN=CC2=CC1)N=C(C1=CC=CC=C1)C1=CC=CC=C1 N-(6-bromoisoquinolin-4-yl)-1,1-diphenylmethanimine